C(C)(=O)C1=NN(C2=CC=C(C=C12)C(=O)NCC1=CC=CC=C1)CC(=O)N(C(C)C)CC(=O)NCC1=C(C(=CC=C1)Cl)F 3-acetyl-N-benzyl-1-(2-((2-((3-chloro-2-fluorobenzyl)amino)-2-oxoethyl)(isopropyl)amino)-2-oxoethyl)-1H-indazole-5-carboxamide